N-(cyclobutylmethyl)-3-(2-methyl-2H-pyrazolo[3,4-b]pyridin-5-yl)-N-(2-propanyl)-6-quinoxalinecarboxamide C1(CCC1)CN(C(=O)C=1C=C2N=C(C=NC2=CC1)C1=CC=2C(N=C1)=NN(C2)C)C(C)C